CC(CS(=O)(=O)[O-])(C)NC(C=C)=O.[Na+] sodium 2-methyl-2-[(1-oxo-2-propenyl)amino]-1-propanesulfonate salt